tert-butyl (R)-2-((4-fluoro-3-(5-methylthiazol-2-yl)-5-(((R)-1-(2-(trifluoromethyl)pyrimidin-5-yl)ethyl) carbamoyl)phenoxy)methyl)morpholine-4-carboxylate FC1=C(C=C(OC[C@H]2CN(CCO2)C(=O)OC(C)(C)C)C=C1C(N[C@H](C)C=1C=NC(=NC1)C(F)(F)F)=O)C=1SC(=CN1)C